O1CCC2=C1C=CC=C2CC2=CN=C1C(=NC(=NN12)OC[C@H]1N(CCC1)C)O (S)-7-((2,3-dihydrobenzofuran-4-yl)methyl)-2-((1-methylpyrrolidin-2-yl)methoxy)imidazo[2,1-f][1,2,4]triazin-4-ol